6-bromo-7-chloro-1H-indazole BrC1=CC=C2C=NNC2=C1Cl